BrC1=C(C=C(C=C1)I)COC1CCCC1 1-bromo-2-(cyclopentoxymethyl)-4-iodo-benzene